CC1(CCC=2C(=NNC2C1)C=1NC2=CC(=CC=C2C1)C(=O)N1[C@H](CN(CC1)C(=O)OC(C)(C)C)C)C tert-Butyl (3S)-4-[2-(6,6-dimethyl-4,5,6,7-tetrahydro-1H-indazol-3-yl)-1H-indole-6-carbonyl]-3-methylpiperazine-1-carboxylate